C(C)(C)(C)C1=CC=C(C(=O)CC(C2=CC=C(C=C2)C(C)(C)C)=O)C=C1 bis(4-tert-butylbenzoyl)-methane